N-(8-(4,4-difluoropiperidin-1-yl)-3-(dimethylphosphoryl)quinolin-6-yl)-4-(2-hydroxyethylsulfonyl)-2-(6-azaspiro[2.5]oct-6-yl)benzamide FC1(CCN(CC1)C=1C=C(C=C2C=C(C=NC12)P(=O)(C)C)NC(C1=C(C=C(C=C1)S(=O)(=O)CCO)N1CCC2(CC2)CC1)=O)F